(E)-((((2-(3,7-dimethylocta-2,6-dien-1-yl)-5-pentyl-1,3-phenylene)bis(oxy))bis(methylene))bis(oxy))dicyclohexane C\C(=C/CC1=C(C=C(C=C1OCOC1CCCCC1)CCCCC)OCOC1CCCCC1)\CCC=C(C)C